tert-Butyl 6-cyano-6-methyl-1,4-oxazepane-4-carboxylate C(#N)C1(CN(CCOC1)C(=O)OC(C)(C)C)C